N,N'-dimethyl-N,N'-dioctyl-diglycolamide 2-hydroxypropane-1,3-diyl-dinonanoate copper-scandium [Sc+3].[Cu+2].OC(CCCCCCCCCC(=O)[O-])CCCCCCCCCC(=O)[O-].CN(C(COCC(=O)N(CCCCCCCC)C)=O)CCCCCCCC